C1(=CC=CC=C1)C1CC(CC(C1)C1=CC=CC=C1)=O 3,5-diphenylcyclohexanone